2-((Ethyl-(pent-3-yl)amino)methyl)-4-nitrophenol C(C)N(C(CC)CC)CC1=C(C=CC(=C1)[N+](=O)[O-])O